8-(1-bromoethyl)-2-(isoindolin-2-yl)-6-methylquinazolin-4(3H)-one BrC(C)C=1C=C(C=C2C(NC(=NC12)N1CC2=CC=CC=C2C1)=O)C